CC1(OCCC(C1)S)C 2,2-dimethyltetrahydro-2H-pyran-4-thiol